N1=CC=C(C=C1)C=1N=C(C2=C(N1)C=NC=C2)NC(C(=O)O)CCCC [2-(pyridin-4-yl)pyrido[3,4-d]Pyrimidin-4-yl]Amino-hexanoic acid